The molecule is a trisaccharide consisting of D-mannopyranose residue and two D-arabinofuranose residues joined in sequence by (1->2) and (1->5) glycosidic bonds. It derives from a D-Manp-(1->2)-D-Araf. C([C@@H]1[C@H]([C@@H]([C@@H](C(O1)O[C@H]2[C@@H]([C@H](OC2OC[C@@H]3[C@H]([C@@H](C(O3)O)O)O)CO)O)O)O)O)O